N[C@H]1CSC2=C(N(C1=O)CC(=O)O)C=CC=C2 (R)-3-amino-5-carboxymethyl-2,3-dihydro-1,5-benzo-thiazepin-4(5H)-one